5-bromo-N-methyl-2-oxo-1-((1-tosyl-1H-indol-7-yl)methyl)-1,2-dihydropyridine-3-carboxamide BrC=1C=C(C(N(C1)CC=1C=CC=C2C=CN(C12)S(=O)(=O)C1=CC=C(C)C=C1)=O)C(=O)NC